Hydroxydodecanate OC(C(=O)[O-])CCCCCCCCCC